COC=1C=C(C=CC1OCCC1CCOCC1)/C=C/C(=O)Cl (E)-3-(3-methoxy-4-(2-(tetrahydro-2H-pyran-4-yl)ethoxy)phenyl)acryloyl chloride